1-(p-toluenesulfonyl)-1,2,4-triazole CC1=CC=C(C=C1)S(=O)(=O)N1N=CN=C1